BrC=1C=C2C=CN(C2=CC1)C1=CC=C(C=N1)N(C)C 6-(5-Bromo-1H-indol-1-yl)-N,N-dimethylpyridin-3-amine